Diethyl-(methoxy)borane C(C)B(OC)CC